1-(3-cyclohexylidenepropyl)-4-methoxybenzene C1(CCCCC1)=CCCC1=CC=C(C=C1)OC